N(=[N+]=[N-])CCCCN(C(OC(C)(C)C)=O)C tertbutyl N-(4-azidobutyl)-N-methyl-carbamate